cyclohexenedibutanol C1(C=CCCC1)(CCCCO)CCCCO